8-amino-4-hydroxy-3-((4-aminophenyl)diazenyl)naphthalene chlorine [Cl].NC=1C=CC=C2C(=C(C=CC12)N=NC1=CC=C(C=C1)N)O